bis-(hydroxymethyl)-butyl-phosphine OCP(CCCC)CO